3-methylenetetrahydropyran-2-one C=C1C(OCCC1)=O